OC=1C=C(C=CC1O)C1=CC(=NN1)C1=CC(=C(C(=C1)O)O)O 5-(3,4-Dihydroxyphenyl)-3-(3,4,5-trihydroxyphenyl)-1H-pyrazole